COC(=O)C=1C(N(C2=CC(=CC=C2C1N)C(F)(F)F)C=1C=C2C(CCC2=CC1)O)=O 4-amino-1-(3-hydroxy-2,3-dihydro-1H-inden-5-yl)-2-oxo-7-(trifluoromethyl)-1,2-dihydroquinoline-3-carboxylic acid methyl ester